O-(5,9,13-trimethyltetradeca-4,8,12-trienoyl)glycerol CC(=CCCC(=O)OCC(O)CO)CCC=C(CCC=C(C)C)C